cyclopropyl-8-[(3,5-difluoroanilino)methyl]-2-morpholino-chromen-4-one C1(CC1)C1=C(OC2=C(C=CC=C2C1=O)CNC1=CC(=CC(=C1)F)F)N1CCOCC1